C(C)OC(C(CC(=O)C=1N(C=CN1)C)=O)=O 4-(1-methyl-1H-imidazol-2-yl)-2,4-dioxobutanoic acid ethyl ester